COC1=NC=C(C=C1C(=O)N)NC(C(=O)N1[C@H](CC[C@@H](C1)C)C=1C=C2C(=NC1)NN=C2)=O |o1:16,19| rel-2-methoxy-5-[[2-[(2R,5S)-5-methyl-2-(1H-pyrazolo[3,4-b]pyridin-5-yl)-1-piperidyl]-2-oxo-acetyl]amino]pyridine-3-carboxamide